C1(=CC=C(C=C1)NC(C=1C(N)=CC=CC1)=O)C N-(4-tolyl)anthranilamide